The molecule is a steroid sulfate that is 5alpha-cholestane with a double bond at position 22, hydroxy groups at positions 5 and 6, a bridged oxolane between positions 8 and 19 and a sulfate group at position 3. It has a role as a metabolite, an antifungal agent and an antineoplastic agent. It is a steroid sulfate, a bridged compound, a 5alpha-hydroxy steroid, a 6beta-hydroxy steroid, a diol and a cyclic ether. It is a conjugate acid of a eurysterol B(1-). It derives from a hydride of a 5alpha-cholestane. C[C@H](/C=C/CC(C)C)[C@H]1CC[C@@H]2[C@@]1(CC[C@H]3[C@@]24C[C@H]([C@@]5([C@@]3(CC[C@@H](C5)OS(=O)(=O)O)CO4)O)O)C